benzyl (2-(2-(4,4-dimethylcyclohex-1-en-1-yl)-6-(((1R,5S,6s)-3-(3-methyl-1-(thiazol-4-yl)-1H-pyrazole-4-carbonyl)-3-azabicyclo[3.1.0]hexan-6-yl)oxy)pyridin-4-yl)propan-2-yl)carbamate CC1(CC=C(CC1)C1=NC(=CC(=C1)C(C)(C)NC(OCC1=CC=CC=C1)=O)OC1[C@@H]2CN(C[C@H]12)C(=O)C=1C(=NN(C1)C=1N=CSC1)C)C